5-methyl-8-[(3R)-3-methyl-4-{[3-(trifluoromethyl)phenyl]methyl}piperazin-1-yl]-6-oxo-5,6-dihydro-1,5-naphthyridine-2,7-dicarbonitrile CN1C=2C=CC(=NC2C(=C(C1=O)C#N)N1C[C@H](N(CC1)CC1=CC(=CC=C1)C(F)(F)F)C)C#N